C1(=CC(=CC=C1)C1CC[C@H](N1C(C1=CC(=CC=C1)OC)=O)C(=O)O)C1=CC=CC=C1 (S)-5-([1,1'-biphenyl]-3-yl)-1-(3-methoxybenzoyl)pyrrolidine-2-carboxylic acid